CC(C(OOC(C)(C)C)(OOC(C)(C)C)C)CCCC dimethyl-bis(t-butylperoxy)hexane